ethyl 1-(4-fluorophenyl)-3-(trifluoromethyl)-1H-pyrazole-4-carboxylate FC1=CC=C(C=C1)N1N=C(C(=C1)C(=O)OCC)C(F)(F)F